FC=1C=C2C(C(=CN(C2=NC1N1CC2(C1)OCCNC2)C=2SC=CN2)C(=O)O)=O 6-fluoro-7-{5-oxa-2,8-diazaspiro[3.5]non-2-yl}-4-oxo-1-(1,3-thiazol-2-yl)-1,4-dihydro-1,8-naphthyridine-3-carboxylic acid